N1=C(C=CC=C1)\C(\C)=N\NC(=S)SC Methyl (E)-2-(1-(pyridin-2-yl)ethylidene)hydrazine-1-carbodithioate